NC1=NC=2C=CC(=CC2C2=C1C=NN2C)C(=O)N(OC)CC2=NC=C(C=C2)Cl 4-amino-N-((5-chloropyridin-2-yl)methyl)-N-methoxy-1-methyl-1H-pyrazolo[4,3-c]quinoline-8-carboxamide